2-Methoxy-N-(5-oxo-5,6,7,8-tetrahydro-1,6-naphthyridin-3-yl)-5-(1-(tetrahydro-2H-pyran-4-yl)-1H-pyrazol-4-yl)benzenesulfonamide COC1=C(C=C(C=C1)C=1C=NN(C1)C1CCOCC1)S(=O)(=O)NC=1C=NC=2CCNC(C2C1)=O